[Cu].[Ir].N1=CC=CC2=CC=CC(=C12)C1=NC(=CC=C1)C=1C=CC=C2C=CC=NC12 2,6-bis(quinolin-8-yl)pyridine iridium-copper